tert-butyl (4S)-4-(tert-butylsulfinylamino)-2-chloro-spiro[4,6-dihydrocyclopenta[d]thiazole-5,4'-piperidine]-1'-carboxylate C(C)(C)(C)S(=O)N[C@@H]1C=2N=C(SC2CC12CCN(CC2)C(=O)OC(C)(C)C)Cl